C(C(C)C)C(=O)CC(C)C di-(isobutyl) ketone